7-methoxy-N-methyl-6-[3-(morpholin-4-yl)propoxy]-1H,2H,3H-cyclopenta[b]quinolin COC1=CC=2C=C3C(N(C2C=C1OCCCN1CCOCC1)C)CCC3